FC=CC 1-fluoro-2-methyl-ethylene